NC1=NC=CC=C1C1=NC2=C(N1C1=CC=C(C(=N1)C)NC(=O)C1CCC(CC1)C(=O)OC)C=C(C=C2)C2=NC=CC=C2 methyl (1r,4r)-4-((6-(2-(2-aminopyridin-3-yl)-6-(pyridin-2-yl)-1H-benzo[d]imidazol-1-yl)-2-methylpyridin-3-yl)carbamoyl)cyclohexane-1-carboxylate